cis-stilbene dibromide [Br-].[Br-].C1(=CC=CC=C1)\C=C/C1=CC=CC=C1